N-(4-chloro-2-fluorophenyl)-N-methylpyrrolidin-3-amine hydrochloride Cl.ClC1=CC(=C(C=C1)N(C1CNCC1)C)F